2,5-dibromo-6-isopropyl-3-methyl-p-benzoquinone BrC=1C(C(=C(C(C1C)=O)Br)C(C)C)=O